FC(C1=C(CN2CCC(CC2)[C@@H]2NC3=C(OC2)C=CC(=C3)[C@@H]([C@@H](C(=O)OC)C)C3CC3)C=C(C=C1)C(F)(F)F)(F)F.[Na] |o1:11| Sodium (2S,3R)-methyl 3-((S or R)-3-(1-(2,5-bis(trifluoro-methyl)-benzyl)-piperidin-4-yl)-3,4-dihydro-2H-benzo[b]-[1,4]oxazin-6-yl)-3-cyclopropyl-2-methylpropanoate